N[C@H](C(=O)O)CC1=CC=C(C=C1)C=1C=NN(C1)CC(=O)N(C)C (S)-2-amino-3-(4-(1-(2-(dimethylamino)-2-oxoethyl)-1H-pyrazol-4-yl)phenyl)propanoic acid